2-Methoxy-5-(thiazol-2-yl)isonicotinic acid COC=1C=C(C(=O)O)C(=CN1)C=1SC=CN1